3-hydroxyestra-1,3,5(10)-triene-15,16,17-triyltriacetate OC1=CC=2CC[C@H]3[C@@H]4C(C(C([C@@]4(C)CC[C@@H]3C2C=C1)CC(=O)[O-])CC(=O)[O-])CC(=O)[O-]